(S)-N-Fmoc-2-(4'-pentenyl)alanine C[C@](CCCC=C)(C(=O)O)NC(=O)OCC1C2=CC=CC=C2C3=CC=CC=C13